5-methyl-thiazole-4-carboxylic acid amide CC1=C(N=CS1)C(=O)N